C(#N)C1=CC=C(C(=N1)C(F)(F)F)C(=O)NC1=C(C=CC(=C1)N1N=NC(=C1)C(NCCCN1CCOCC1)=O)N1CCN(CC1)C 6-cyano-N-[2-(4-methylpiperazin-1-yl)-5-[4-(3-morpholinopropylcarbamoyl)triazol-1-yl]phenyl]-2-(trifluoromethyl)pyridine-3-carboxamide